BrC=1N=CC(=NC1)NCC1=CC=C(C=C1)NC(OC(C)(C)C)=O Tert-butyl (4-(((5-bromopyrazin-2-yl)amino)methyl)phenyl)carbamate